N-(3-(3-amino-3-oxo-1-phenylpropyl)phenyl)-1-(3-(aminomethyl)phenyl)-3-(trifluoromethyl)-1H-pyrazole-5-carboxamide NC(CC(C1=CC=CC=C1)C=1C=C(C=CC1)NC(=O)C1=CC(=NN1C1=CC(=CC=C1)CN)C(F)(F)F)=O